(3S)-3-[[(tert-butoxy)carbonyl]amino]butanoic acid C(C)(C)(C)OC(=O)N[C@H](CC(=O)O)C